C(C1=CC=CC=C1)N1C(C2=C(C=3C=CC=NC13)CCN(C2)CC2=NC=CC(=C2)Cl)=O 6-benzyl-3-((4-chloropyridin-2-yl)methyl)-2,3,4,6-tetrahydropyrido[3,4-c][1,8]naphthyridine-5(1H)-one